BrC=1C(=CC=C2C=C(NC12)C(=O)N[C@H](C(=O)N[C@H](C(=O)OC)C[C@H]1C(NCCC1)=O)CC1CC1)F (S)-methyl 2-((S)-2-(7-bromo-6-fluoro-1H-indole-2-carboxamido)-3-cyclopropylpropanamido)-3-((S)-2-oxopiperidin-3-yl)propanoate